tetrakis[dimethyl(vinyl)silyl]orthosilicate C[Si](C=C)(C)O[Si](O[Si](C=C)(C)C)(O[Si](C=C)(C)C)O[Si](C=C)(C)C